ClC1=CC=C(C=C1)N1C[C@@H](CC1)C(=O)N[C@@H]([C@H](O)C=1C=C2CCC(OC2=CC1)(C)C)CN1CCCC1 (R)-1-(4-chlorophenyl)-N-((1R,2R)-1-(2,2-dimethylchroman-6-yl)-1-hydroxy-3-(pyrrolidin-1-yl)propan-2-yl)pyrrolidine-3-carboxamide